ClC=1C(=C(C=CC1)[C@@H](C)OC=1C2=C(N=CN1)C=CC(=N2)O[C@@H]2CN(CC2)C(C=C)=O)F 1-((S)-3-((4-((R)-1-(3-chloro-2-fluorophenyl)ethoxy)pyrido[3,2-d]pyrimidin-6-yl)oxy)pyrrolidin-1-yl)prop-2-en-1-one